(R)-1-ethyl-4-((3-(4-fluoro-2-(1-hydroxyethyl)phenyl)-1-methyl-1H-pyrazol-4-yl)methyl)-1H-pyrazole-3-carbonitrile C(C)N1N=C(C(=C1)CC=1C(=NN(C1)C)C1=C(C=C(C=C1)F)[C@@H](C)O)C#N